NC=1C=CC(=NC1)C1=NN=C(N=N1)CP(OCC)(OCC)=O diethyl ((6-(5-aminopyridin-2-yl)-1,2,4,5-tetrazin-3-yl)methyl)phosphonate